N4-(5-(1-(3-fluoroazetidin-1-yl)ethyl)pyridin-2-yl)-N6-(3-(methylsulfonyl)pyridin-2-yl)pyrimidine-4,6-diamine FC1CN(C1)C(C)C=1C=CC(=NC1)NC1=NC=NC(=C1)NC1=NC=CC=C1S(=O)(=O)C